[B].[Fe].[Pr] praseodymium iron-boron